FC1(CC(C1)CC(=O)N[C@H](COCC)C1=CC=2N(N=C1)C=C(N2)[C@@H](NC(=O)C2=CC=NN2C(C)C)C2CCC(CC2)(F)F)F |o1:9| N-((S)-(7-((S*)-1-(2-(3,3-Difluorocyclobutyl)acetamido)-2-ethoxyethyl)imidazo[1,2-b]pyridazin-2-yl)(4,4-difluorocyclohexyl)methyl)-1-isopropyl-1H-pyrazole-5-carboxamide